pentaerythritol tetra-bis-tert-butylhydroxyhydrocinnamate C(C)(C)(C)C(C(C(=O)OCC(COC(C(C(C1=CC=CC=C1)C(C)(C)C)(O)C(C)(C)C)=O)(COC(C(C(C1=CC=CC=C1)C(C)(C)C)(O)C(C)(C)C)=O)COC(C(C(C1=CC=CC=C1)C(C)(C)C)(O)C(C)(C)C)=O)(O)C(C)(C)C)C1=CC=CC=C1